O1C(COC2=C1C=CC=C2)COC2=NC(N1C(C3=CC=C(C=C3CC1)OCCCN1CCCCC1)=C2)=O 2-(2,3-Dihydro-benzo[1,4]dioxin-2-ylmethoxy)-9-(3-piperidin-1-yl-propoxy)-6,7-dihydro-pyrimido[6,1-a]isoquinolin-4-one